(S)-1-(3-(benzothien-3-yl)-2-(dimethylamino)propyl)-3-((R)-1-(thiophen-2-yl)propan-2-yl)urea S1C=C(C2=C1C=CC=C2)C[C@@H](CNC(=O)N[C@@H](CC=2SC=CC2)C)N(C)C